C(CCCCCCCCCCC)N(C)C Lauryldimethylamine